(2-fluorophenyl)(phenyl)phosphine FC1=C(C=CC=C1)PC1=CC=CC=C1